Glutamic acid-13C N[13C@@H](CCC(=O)O)C(=O)O